(2-(3,8-diazabicyclo[3.2.1]octan-8-yl)-6,7-dihydrothiazolo[5,4-c]pyridin-5(4H)-yl)(3,3-dimethylpyrrolidin-1-yl)methanone C12CNCC(CC1)N2C=2SC=1CN(CCC1N2)C(=O)N2CC(CC2)(C)C